BrC=1C=C(OC(C1OCC(CO[Si](C1=CC=CC=C1)(C1=CC=CC=C1)C(C)(C)C)(C)C)=O)C(=O)O 4-bromo-5-{3-[(tert-butyldiphenylsilyl)oxy]-2,2-dimethylpropoxy}-6-oxopyran-2-carboxylic acid